4-(4-((6-((7-(Pyridin-2-yl)quinolin-4-yl)thio)hexyl)amino)phenyl)piperazine-1-carboxylic acid tert-butyl ester C(C)(C)(C)OC(=O)N1CCN(CC1)C1=CC=C(C=C1)NCCCCCCSC1=CC=NC2=CC(=CC=C12)C1=NC=CC=C1